FC=1C=NC(=NC1)N1C=CC2=C1N=NC(=C2)C2=C(C=C(C=C2C)C(F)(F)F)OCOC 7-(5-fluoropyrimidin-2-yl)-3-[2-(methoxymethoxy)-6-methyl-4-(trifluoromethyl)phenyl]-7H-pyrrolo[2,3-c]pyridazine